C(\C=C/C(=O)O)(=O)O.C(C1=CC=CC=C1)(=O)O benzoic acid maleate salt